(S)-N-(4-(2-(2-(1-(3,4-difluorophenyl)-6-oxapiperidin-2-yl)-5-(3,5-dimethylisoxazol-4-yl)-1H-benzo[d]imidazol-1-yl)thiazol-4-yl)phenyl)methanesulfonamide FC=1C=C(C=CC1F)N1[C@@H](CCCO1)C1=NC2=C(N1C=1SC=C(N1)C1=CC=C(C=C1)NS(=O)(=O)C)C=CC(=C2)C=2C(=NOC2C)C